CC1=C(OC2=C1C=CC=C2)C(C)=O 1-(3-methyl-benzofuran-2-yl)ethanone